methylenedicyclopentadiene titanium dichloride [Cl-].[Cl-].[Ti+2].C(C1=CC=CC1)C1=CC=CC1